CN1C2=C(OCC1=O)C=C(C=C2)B2OC(C)(C)C(C)(C)O2 4-methyl-3-oxo-3,4-dihydro-2H-benzo[b][1,4]oxazine-7-boronic acid pinacol ester